N1(C=NC=C1)CC1=C(C=C(C=N1)/C=C/C(=O)O)C (E)-3-(6-((1H-Imidazol-1-yl)methyl)-5-methylpyridin-3-yl)acrylic acid